C(#N)N1C[C@]2(CC2C1)NC(C1=CC=C(C=C1)C1=C(C=NC=C1)NC1=CC=C(C=C1)F)=O N-((1R)-3-cyano-3-azabicyclo[3.1.0]hexan-1-yl)-4-(3-((4-fluorophenyl)amino)pyridin-4-yl)benzamide